4-(2,6-Dimethoxy-4-propylphenyl)-1-isopropyl-5-methylindolin-2-one COC1=C(C(=CC(=C1)CCC)OC)C1=C2CC(N(C2=CC=C1C)C(C)C)=O